[Cl-].[Cl-].C1(CCCCC1)P(C1CCCCC1)C1CCCCC1.C1(CCCCC1)P(C1CCCCC1)C1CCCCC1.[Pd+2] palladium bis(tricyclohexylphosphine) dichloride